N1=C(C=CC=C1)C(=O)N PYRIDINAMIDE